(R)-1-((S)-1-(2-((S)-amino(4,4-difluorocyclohexyl)methyl)benzo[d]oxazol-5-yl)-2-methoxyethyl)-4-methylimidazolidin-2-one N[C@H](C=1OC2=C(N1)C=C(C=C2)[C@@H](COC)N2C(N[C@@H](C2)C)=O)C2CCC(CC2)(F)F